1,3-diallyl-5,5-dimethyl-1,3-diazinon C(C=C)N1C(N(CC(C1)(C)C)CC=C)=O